CC1=CC=C2C(=NC(=NC2=C1)NC1=C(C=C(C=C1)F)F)NC1=NNC(=C1)C 7-methyl-N4-(5-methyl-1H-pyrazol-3-yl)-N2-(2,4-difluorophenyl)quinazoline-2,4-diamine